C1=CC(=C(C=C1[C@@H]2[C@H](C(=O)C3=C(O2)C(=C(C=C3O)O)O)O)O)O The molecule is a member of the class of dihydroflavonols that is the 2,3-dihydro derivative of gossypetin. It is a hexahydroxyflavanone, a member of 3'-hydroxyflavanones, a member of dihydroflavonols, a secondary alpha-hydroxy ketone and a member of 4'-hydroxyflavanones. It derives from a gossypetin.